BrC=1C(=NN(C1C)C)C(=O)N1CCN(CC1)CCC1=CC=C(C=C1)F (4-Bromo-1,5-dimethyl-1H-pyrazol-3-yl)-{4-[2-(4-fluoro-phenyl)-ethyl]-piperazin-1-yl}-methanone